3-Hydroxyethyl-3-ethyloxetane OCCC1(COC1)CC